amino-2-(hydroxymethyl)propane-1,3-diol NC(C(CO)CO)O